CC(C(C)O)CCC1C(C(=CC1)C)(C)C 3-methyl-5-(2,2,3-trimethyl-3-cyclopenten-1-yl)-pentan-2-ol